ClC1=C(C(=CC=C1)F)NC(C1=C(C=C(C(=C1)F)C=1N=C(N(C1)C)C(C)O)O[C@H](C(F)(F)F)C)=O N-(2-Chloro-6-fluorophenyl)-5-fluoro-4-(2-(1-hydroxyethyl)-1-methyl-1H-imidazol-4-yl)-2-(((S)-1,1,1-trifluoropropan-2-yl)oxy)benzamide